5-(2-(3-(fluoromethyl)-4-methylphenylamino)-5-methylpyrimidin-4-ylamino)benzo[d]oxazol-2(3H)-one FCC=1C=C(C=CC1C)NC1=NC=C(C(=N1)NC=1C=CC2=C(NC(O2)=O)C1)C